2-((5-Bromo-3-fluorothiophen-2-yl)methoxy)tetrahydro-2H-pyran BrC1=CC(=C(S1)COC1OCCCC1)F